BrC=1C=2N(C=C(C1)OCCSC)N=CC2C#N 4-bromo-6-(2-(methylthio)ethoxy)pyrazolo[1,5-a]pyridine-3-carbonitrile